5-(5-bromopyridin-2-yl)-1-methylpyrrolidin-2-one BrC=1C=CC(=NC1)C1CCC(N1C)=O